thiodiethylenebis(3-(3,5-di-tert-butyl-4-hydroxyphenyl) propionate) S(CCC(C(=O)[O-])CC1=CC(=C(C(=C1)C(C)(C)C)O)C(C)(C)C)CCC(C(=O)[O-])CC1=CC(=C(C(=C1)C(C)(C)C)O)C(C)(C)C